C(C)(C)(C)C(COC=1C=C2C(=CC=NC2=CC1)C(=O)O)=O 6-(2-(tert-butyl)-2-oxoethoxy)quinoline-4-carboxylic acid